F/C=C(\CN)/COC1=CC=C(C=C1)S(=O)(=O)CC=1C=NC(=NC1)N1CCCC1 (E)-3-fluoro-2-((4-(((2-(pyrrolidin-1-yl)pyrimidin-5-yl)methyl)sulfonyl)phenoxy)methyl)prop-2-en-1-amine